CC1=C(C(NC(=C1)C)=O)C(=O)OCC Ethyl 4,6-dimethyl-2-oxo-1,2-dihydropyridine-3-carboxylate